2-{8-[(2,5-difluorophenyl)methyl]imidazo[1,2-a]pyrazin-6-yl}-5-fluoro-6-methylpyrimidin-4-ol FC1=C(C=C(C=C1)F)CC=1C=2N(C=C(N1)C1=NC(=C(C(=N1)O)F)C)C=CN2